(R)-5-amino-3-(2-(4-(5-((2,2-dimethyl-1,3-dioxolan-4-yl)methoxy)-2,4-difluorophenyl)piperazin-1-yl)ethyl)-8-(furan-2-yl)thiazolo[5,4-e][1,2,4]triazolo[1,5-c]pyrimidin-2(3H)-one NC1=NC2=C(C=3N1N=C(N3)C=3OC=CC3)SC(N2CCN2CCN(CC2)C2=C(C=C(C(=C2)OC[C@H]2OC(OC2)(C)C)F)F)=O